FC=1C=C(C=CC1)NC1=NC(=NC(=C1)C=1C=NC=CC1)C1CN(CC(C1)C)C(C)=O 1-(3-(4-((3-fluorophenyl)amino)-6-(pyridin-3-yl)pyrimidin-2-yl)-5-methylpiperidin-1-yl)ethan-1-one